C(CCCCCCC\C=C/CCCCCCCC)(=O)N[C@@H](CC1=CC=C(C=C1)O)C(=O)O N-oleoyl-tyrosine